COC[C@H](C)OC(=O)N1CCCC2=NC(=CC=C12)C(C)NC(C1=CC=C(C=C1)Cl)=O (S)-1-Methoxypropan-2-yl-6-(1-(4-chlorobenzamido)ethyl)-3,4-dihydro-1,5-naphthyridin-1(2H)-carboxylat